N-(4-(4-methylpiperazin-1-yl)benzyl)pyridin-4-amine CN1CCN(CC1)C1=CC=C(CNC2=CC=NC=C2)C=C1